C1(=CC=CC=C1)C1=CC2=C(N(C=N2)CC2=CC=C(C=C2)C(F)(F)F)C(=C1)C(=O)NCC1=CC=C(C(=O)O)C=C1 4-((5-phenyl-1-(4-(trifluoromethyl)benzyl)-1H-benzo[d]imidazole-7-amidyl)-methyl)benzoic acid